N=1C(=CN2C1C=CC=C2)N2C(C(N(CC2)C(C=C)=O)CC(=O)O)=O 2-(4-imidazo[1,2-a]pyridin-2-yl-3-oxo-1-prop-2-enoyl-piperazin-2-yl)acetic acid